C(#N)C1=CC=C(C=C1)C1=CN=CC2=C1OCCN2S(=O)(=O)C2CN(C2)CC=2C=C(C#N)C=CC2 3-((3-((8-(4-cyanophenyl)-2,3-dihydro-4H-pyrido[4,3-b][1,4]oxazin-4-yl)sulfonyl)azetidin-1-yl)-methyl)benzonitrile